CN(C)CC=1C(=CC=C2C(C(=C(OC12)C)C1=CC=CC=C1)=O)O 8-[(N,N-dimethylamino)methyl]-7-hydroxy-2-methyl-3-phenyl-4H-chromen-4-one